2-((3-methoxyphenyl)amino)acetic acid COC=1C=C(C=CC1)NCC(=O)O